diethylallyl-dimethyl-ammonium fluoride [F-].C(C)C(=CC[NH+](C)C)CC